p-bromo-N-methylaniline BrC1=CC=C(NC)C=C1